N,N-bis(dodecyl)acrylamide C(CCCCCCCCCCC)N(C(C=C)=O)CCCCCCCCCCCC